(R)-(6,7-dichloro-1-methyl-1,3,4,5-tetrahydro-2H-pyrido[4,3-b]indol-2-yl)(4-(2-hydroxyethoxy)pyrimidin-2-yl)methanone ClC1=C(C=CC=2C3=C(NC12)CCN([C@@H]3C)C(=O)C3=NC=CC(=N3)OCCO)Cl